NC=1C(=NC(=NC1C)Cl)N[C@@H]1[C@@H](CN(CC1)C(=O)OC(C)(C)C)C 2-Methyl-2-propanyl (3R,4S)-4-[(5-amino-2-chloro-6-methyl-4-pyrimidinyl)amino]-3-methyl-1-piperidinecarboxylate